8-dibutylaminocoumarine C(CCC)N(C=1C=CC=C2C=CC(OC12)=O)CCCC